6-(benzyloxy)-1-{(E)-2-[2-chloro-4-(pyrimidin-5-yl)phenyl]ethenyl}-7-methoxy-1,2,3,4-tetrahydroisoquinoline C(C1=CC=CC=C1)OC=1C=C2CCNC(C2=CC1OC)\C=C\C1=C(C=C(C=C1)C=1C=NC=NC1)Cl